C(C)(C)C=1C(=NNC1C=1C=C(C=2N(C1)N=CN2)C)C=2CCN(CC2)C(=O)OC(C)(C)C tert-butyl 4-(4-isopropyl-5-(8-methyl-[1,2,4]triazolo[1,5-a]pyridin-6-yl)-1H-pyrazol-3-yl)-3,6-dihydropyridine-1(2H)-carboxylate